5-[1-methyl-5-[2-(2-vinylphenoxy)ethoxymethyl]pyrazol-4-yl]-1H-pyrazolo[4,3-d]pyrimidine CN1N=CC(=C1COCCOC1=C(C=CC=C1)C=C)C=1N=CC2=C(N1)C=NN2